ClC1=NC(=NC(=C1C)N1CCC(CC1)OC=1C=NC(=C(C1)Cl)OC)CO (4-chloro-6-(4-((5-chloro-6-methoxypyridin-3-yl)oxy)piperidin-1-yl)-5-methylpyrimidin-2-yl)methanol